2-(6-(2-(2-fluoro-5-(trifluoromethoxy)benzyl)-2H-1,2,3-triazol-4-yl)pyridin-2-yl)-2-hydroxy-propane-1-sulfonamide FC1=C(CN2N=CC(=N2)C2=CC=CC(=N2)C(CS(=O)(=O)N)(C)O)C=C(C=C1)OC(F)(F)F